gallium-yttrium [Y].[Ga]